(1S,3S)-3-(4-(5-(((Cyclobutyl(methyl)carbamoyl)oxy)methyl)-1-methyl-1H-pyrazol-4-yl)-2-methylphenoxy)cyclohexan C1(CCC1)N(C(=O)OCC1=C(C=NN1C)C1=CC(=C(OC2CCCCC2)C=C1)C)C